C(#N)C=1C=C(C=CC1F)NC(C1=C(C(=CC=C1OC1=C(C=C(C=C1)C)C)C(F)(F)F)F)=O N-(3-cyano-4-fluorophenyl)-6-(2,4-Dimethylphenoxy)-2-fluoro-3-(trifluoromethyl)benzamide